5-[3-[(tert-butyldimethylsilyl)oxy]propyl]-3-[2-oxa-6-azaspiro[3.3]hept-6-yl]-1-(pyrimidin-5-yl)-pyrazin [Si](C)(C)(C(C)(C)C)OCCCC=1N=C(CN(C1)C=1C=NC=NC1)N1CC2(COC2)C1